[2-(furan-2-yl)ethynyl]trimethylsilane O1C(=CC=C1)C#C[Si](C)(C)C